C(C)(=O)N1CCC(CC1)NCC=1C=CC(=NC1OC)C1=C(C(=NC=C1)C=1C(=C(C=CC1)NC(C1=NC=C(C(=C1)OC)CN1CC(C1)CO)=O)C)Cl N-(3-(5-(((1-Acetylpiperidin-4-yl)amino)methyl)-3'-chloro-6-methoxy-[2,4'-bipyridin]-2'-yl)-2-methylphenyl)-5-((3-(hydroxymethyl)azetidin-1-yl)methyl)-4-methoxypicolinamide